(E)-6-((6-chloro-2-methyl-2H-indazol-5-yl)imino)-3-((1-((E)-3-(m-tolyl)acryloyl)-1H-1,2,3-triazol-5-yl)methyl)-1-(2,4,5-trifluorobenzyl)-1,3,5-triazine-2,4-dione ClC=1C(=CC2=CN(N=C2C1)C)\N=C\1/NC(N(C(N1CC1=C(C=C(C(=C1)F)F)F)=O)CC1=CN=NN1C(\C=C\C=1C=C(C=CC1)C)=O)=O